IC1=C(C)C=C(C(=C1)I)I 2,4,5-triiodotoluene